4-(1-(2-Chloro-4-(((methyl-d3)amino)methyl-d)phenyl)-1H-pyrazol-4-yl)-2-((1-(ethylsulfonyl)piperidin-4-yl)amino)pyrimidine-5-carbonitrile ClC1=C(C=CC(=C1)C([2H])NC([2H])([2H])[2H])N1N=CC(=C1)C1=NC(=NC=C1C#N)NC1CCN(CC1)S(=O)(=O)CC